{(3E)-2,2-dimethyl-3-[3-(6-methylpyridin-2-yl)prop-2-yn-1-ylidene]pyrrolidin-1-yl}(pyrrolidin-1-yl)methanone CC/1(N(CC\C1=C/C#CC1=NC(=CC=C1)C)C(=O)N1CCCC1)C